C(C(C)(C)C)(=O)OCN1N=NC(=C1)C1CN(CC1)C=1OC(=NN1)C=1C=NC(=NC1)NCCC1=CC(=CC(=C1)Cl)Cl (4-(1-(5-(2-((3,5-Dichlorophenethyl)amino)pyrimidin-5-yl)-1,3,4-oxadiazol-2-yl)pyrrolidin-3-yl)-1H-1,2,3-triazol-1-yl)methyl pivalate